C(C1=CC=CC=C1)OC=1C=C2CCC(=C(C2=CC1)C1=CC=C(C=C1)N1CCC(CC1)C(OC)OC)C=1C=C2CCCCC2=CC1 1-[4-(6-benzyloxy-2-tetralin-6-yl-3,4-dihydronaphthalen-1-yl)phenyl]-4-(dimethoxymethyl)piperidine